ClC=1C=C2C(=CN1)N(C(=C2)C2=C(C1=C(N(C=N1)COCC[Si](C)(C)C)C=C2)C)C 5-[5-chloro-1-methylpyrrolo[2,3-c]pyridin-2-yl]-4-methyl-1-[[2-(trimethylsilyl)ethoxy]methyl]-1,3-benzodiazole